ClC1=C(C(=CC=C1)C)C1=NOC(=C1CO[C@H]1[C@@H]2CN([C@H](C1)C2)C2=C(C=C(C=C2)CCC(=O)NS(=O)(=O)C)F)C2CC2 3-(4-((1S,4S,5R)-5-((3-(2-chloro-6-methylphenyl)-5-cyclopropylisoxazol-4-yl)methoxy)-2-azabicyclo[2.2.1]heptan-2-yl)-3-fluorophenyl)-N-(methylsulfonyl)propanoamide